2,3,6-Trifluoro-5-(3-(((1-isopropyl-1H-pyrazol-5-yl)methyl)amino)-1,2,4-oxadiazol-5-yl)phenol FC1=C(C(=C(C=C1F)C1=NC(=NO1)NCC1=CC=NN1C(C)C)F)O